CN1N=C(C(=C1O[C@H](CNC)C)C=1C=C2C(=C(N1)C)N(N=C2C=C)C2OCCCC2)C (2S)-2-((1,3-dimethyl-4-(7-methyl-1-(tetrahydro-2H-pyran-2-yl)-3-vinyl-1H-pyrazolo[3,4-c]pyridin-5-yl)-1H-pyrazol-5-yl)oxy)-N-methylpropan-1-amine